C(CC=C)OCC=1C=2N(C=C(N1)C1=CC(=NC=C1OC)[C@@H](C)N(C(=O)NC(C=C)CCC(F)(F)F)CC)C=CN2 1-((R)-1-(4-(8-((but-3-en-1-yloxy)methyl)imidazo[1,2-a]pyrazin-6-yl)-5-methoxypyridin-2-yl)ethyl)-1-ethyl-3-(6,6,6-trifluorohex-1-en-3-yl)urea